FC1=C(CN(C2CCC(CC2)NS(=O)(=O)C=2C=NC(=CC2)N2CCC3(CCOC3)CC2)C)C=C(C=C1)F N-((1r,4r)-4-((2,5-Difluoro-benzyl)(methyl)amino)cyclohexyl)-6-(2-oxa-8-azaspiro[4.5]decan-8-yl)pyridine-3-sulfonamide